[[amino-[3-[2-(6-methoxy-1,3-benzothiazol-2-yl)-2-[(2-oxo-1,3-dihydrobenzimidazol-5-yl)sulfonylamino] ethyl] phenyl] methylene] amino] acetate C(C)(=O)ON=C(C1=CC(=CC=C1)CC(NS(=O)(=O)C1=CC2=C(NC(N2)=O)C=C1)C=1SC2=C(N1)C=CC(=C2)OC)N